FC(C(=O)O)(F)F.C(C)N1C2=C(C=3C=CC=CC13)CNCC2 5-ethyl-2,3,4,5-tetrahydro-1H-pyrido[4,3-b]indole trifluoroacetate salt